F[C@@H]1[C@H](CNCC1)NC1=NC(=CN=C1)C1=CN=C2N1C=CC(=C2)OC(C)C N-((3S,4S)-4-fluoropiperidin-3-yl)-6-(7-isopropoxyimidazo[1,2-a]pyridin-3-yl)pyrazin-2-amine